F[C@@H]1C[C@@H](N2N=C(N=C21)CC2(CC2)C#N)C2=CC=CC=C2 1-[[(5r,7r)-7-fluoro-5-phenyl-6,7-dihydro-5H-pyrrolo[1,2-b][1,2,4]triazol-2-yl]methyl]cyclopropanecarbonitrile